FC(OC=1C=C(C=NC1OC)C1=CC=2N(C=C1)N=C(C2)NC(=O)NCCC2=NC(=NO2)C)F 1-(5-(5-(difluoromethoxy)-6-methoxypyridin-3-yl)pyrazolo[1,5-A]pyridin-2-yl)-3-(2-(3-methyl-1,2,4-oxadiazol-5-yl)ethyl)urea